FC1(CCN(CC1)C1=NC(=CC(=N1)NC(C1=NC=C(C=C1N1CCC2(CC2)CC1)NC(CO)(C)C)=O)C)F N-(2-(4,4-Difluoropiperidin-1-yl)-6-methylpyrimidin-4-yl)-5-((1-hydroxy-2-methylpropan-2-yl)amino)-3-(6-azaspiro[2.5]octan-6-yl)picolinamide